Cl.Cl.CC1=C(C=NC2=CC=CC=C12)C=1C=CC2=C(CC3(CCNCC3)O2)C1 5-(4-methyl-3-quinolyl)-spiro[3H-benzofuran-2,4'-piperidine] 2HCl